benzyl 1-oxo-3-(trifluoromethyl)-8-azaspiro[4.5]decane-8-carboxylate O=C1CC(CC12CCN(CC2)C(=O)OCC2=CC=CC=C2)C(F)(F)F